(S)-2',3',5'-trimethyl-4'-hydroxy-alpha-dodecylthioacetanilide CCCCCCCCCCCCS[C@@H](C1=CC=CC=C1)C(=O)NC2=C(C(=C(C(=C2)C)O)C)C